[Zn].[Al].[Sn] tin-aluminum-zinc